[Si](C)(C)(C(C)(C)C)OC1C(CCC1)NC1=NC(=NC=C1CO)SC (4-((2-((tert-butyldimethylsilyl)oxy)cyclopentyl)amino)-2-(methylthio)pyrimidin-5-yl)methanol